(3S)-3-[(2S)-4-[(methoxycarbonyl)oxy]-2-({N-[(4-methoxy-1H-indol-2-yl)carbonyl]-L-leucinyl}amino)-3-oxobutyl]-2-oxopyrrolidine-1-carboxylic acid methyl ester COC(=O)N1C([C@@H](CC1)C[C@@H](C(COC(=O)OC)=O)NC([C@@H](NC(=O)C=1NC2=CC=CC(=C2C1)OC)CC(C)C)=O)=O